(3S,4S) or (3R,4R)-6-chloro-N-(1-cyclopropyl-5-methyl-1H-pyrazol-4-yl)-7-[1-(4-methoxyoxolan-3-yl)piperidin-4-yl]quinazolin-2-amine ClC=1C=C2C=NC(=NC2=CC1C1CCN(CC1)[C@H]1COC[C@H]1OC)NC=1C=NN(C1C)C1CC1 |o1:17,21|